(3R)-3-{[2-(2-methylphenyl)[1,2,4]triazolo[1,5-c]quinazolin-5-yl]amino}azepan-2-one CC1=C(C=CC=C1)C1=NN2C(=NC=3C=CC=CC3C2=N1)N[C@H]1C(NCCCC1)=O